FC(OC1=CC=C(C=N1)NC1=NC=CC(=N1)C(=O)NC=1C=NC=CC1CN1CCCC1)F 2-((6-(difluoromethoxy)pyridin-3-yl)amino)-N-(4-(pyrrolidin-1-ylmethyl)pyridin-3-yl)pyrimidine-4-carboxamide